(E)-5-{2-[(2,4-Difluorophenyl)sulfonyl]vinyl}-N4-methyl-N2-(4-morpholinophenyl)pyrimidine-2,4-diamine FC1=C(C=CC(=C1)F)S(=O)(=O)/C=C/C=1C(=NC(=NC1)NC1=CC=C(C=C1)N1CCOCC1)NC